C(C(=O)O)(=O)O.C(C1=CC=CC=C1)C1=C(OCCN2CCN(CC2)C)C=CC(=C1)C 1-(2-(2-benzyl-4-methylphenoxy)ethyl)-4-methylpiperazine oxalate